C(CCCCCC=C)O 7-octen-ol